C1CCC2=C(C=CC=C12)C1=C(C=C2C(=N1)C(=NN2)C=2C=CC(=NC2)N2CCN(CC2)C(=O)NCC)OC 4-(5-(5-(2,3-dihydro-1H-inden-4-yl)-6-methoxy-1H-pyrazolo[4,3-b]pyridin-3-yl)pyridin-2-yl)-N-ethylpiperazine-1-carboxamide